BrC=1N=C(C(=NC1)N)OC=1C=NN(C1)C1CCN(CC1)C 5-bromo-3-((1-(1-methylpiperidin-4-yl)-1H-pyrazol-4-yl)Oxy)pyrazin-2-amine